ClC1=C(C=C(C=C1)[C@@H](CO)N1C(N[C@](C1=O)(CC(C)(C)C)C1=C(C=C(C=C1)C1=NC=CN=C1)F)=NC(OCC1=CC=CC=C1)=O)N1N=CN=C1C(F)F benzyl ((R)-1-((S)-1-(4-chloro-3-(5-(difluoromethyl)-1H-1,2,4-triazol-1-yl)phenyl)-2-hydroxyethyl)-4-(2-fluoro-4-(pyrazin-2-yl)phenyl)-4-neopentyl-5-oxoimidazolidin-2-ylidene)carbamate